tert-butyl ((1R,3S)-3-(4-methyl-4H-1,2,4-triazol-3-yl)cyclohexyl)carbamate CN1C(=NN=C1)[C@@H]1C[C@@H](CCC1)NC(OC(C)(C)C)=O